[K+].C(C1=CC=CC=C1)S(=O)(=O)[O-] toluenesulfonic acid-potassium salt